CC1=C(C=NC=C1)N1C(NC2(CC2)C1=O)=O 6-(4-methylpyridin-3-yl)-4,6-diazaspiro[2.4]heptane-5,7-dione